1-(6-((2-((3s,4r)-3-fluoro-4-hydroxy-3-methylpiperidin-1-yl)pyrimidin-4-yl)amino)-4-isopropyl-2,7-naphthyridin-1-yl)-1,6-diazaspiro[3.4]Octane-6-carboxylic acid tert-butyl ester C(C)(C)(C)OC(=O)N1CC2(CCN2C2=NC=C(C3=CC(=NC=C23)NC2=NC(=NC=C2)N2C[C@]([C@@H](CC2)O)(C)F)C(C)C)CC1